BrC1=C2C=CN=C3C2=C(C=C1)N(C3=O)CC3=CC=C(C=C3)OC 6-bromo-1-(4-methoxybenzyl)pyrrolo[2,3,4-ij]isoquinolin-2(1H)-one